FC=1C=CC(=C(C=O)C1)CCOCC1=CC=C(C=C1)OC 5-fluoro-2-(2-(4-methoxybenzyloxy)ethyl)benzaldehyde